2-(2-(cyclopropanesulfonylamino)thiazol-4-yl)-N-(4-(5-fluoropyridin-3-yl)phenyl)-2-methylpropanamide C1(CC1)S(=O)(=O)NC=1SC=C(N1)C(C(=O)NC1=CC=C(C=C1)C=1C=NC=C(C1)F)(C)C